CC(C(=O)OCC=1OC(=CC1)Cl)CN1C(C2=CC=C(C=C2CC1)OC)=O (5-chlorofuran-2-yl)methanol methyl-3-(6-methoxy-1-oxo-3,4-dihydroisoquinolin-2-yl)propionate